(2R,5R)-2-[(benzyloxy)methyl]-5-(iodomethyl)-1,4-dioxane C(C1=CC=CC=C1)OC[C@H]1OC[C@@H](OC1)CI